BrC1=C2CN(C(C2=CC=C1CBr)=O)C1C(NC(CC1)=O)=O 3-(4-bromo-5-(bromomethyl)-1-oxoisoindolin-2-yl)piperidine-2,6-dione